1-phenyl-2-(p-toluenesulfonyl)acetylene C1(=CC=CC=C1)C#CS(=O)(=O)C1=CC=C(C)C=C1